Br[C@H](C(=O)OCC)C ethyl (2S)-2-bromopropionate